C(C)(C)(C)NC(CN(C)C=1C2=C(N=C(N1)Cl)CCC2)=O N-(tert-butyl)-2-((2-chloro-6,7-dihydro-5H-cyclopenta[d]pyrimidin-4-yl)(methyl)amino)acetamide